methyl 2-ethyl-4-(trifluoromethyl)pyrazole-3-carboxylate C(C)N1N=CC(=C1C(=O)OC)C(F)(F)F